N-[2-(pyridin-2-yl)-2-(1-methylpyrazol-4-yl)propyl]-5-(2,4-difluorophenyl)isoxazole-3-carboxamide N1=C(C=CC=C1)C(CNC(=O)C1=NOC(=C1)C1=C(C=C(C=C1)F)F)(C)C=1C=NN(C1)C